2-(Difluoromethyl)-1-methylpyrrolidin-3-yl (8-amino-7-fluoro-6-(8-methyl-2,3-dihydro-1H-pyrido[2,3-b][1,4]oxazin-7-yl)isoquinolin-3-yl)carbamate NC=1C(=C(C=C2C=C(N=CC12)NC(OC1C(N(CC1)C)C(F)F)=O)C1=C(C2=C(OCCN2)N=C1)C)F